N-oleoyl-L-tryptophan C(CCCCCCC\C=C/CCCCCCCC)(=O)N[C@@H](CC1=CNC2=CC=CC=C12)C(=O)O